COC=1C=C2C[C@@H](N([C@H](C2=CC1)C1=CC=C(C=C1)C(=O)OC)C(=O)OC(C)(C)C)C tert-butyl (1S,3S)-6-methoxy-1-(4-(methoxycarbonyl)phenyl)-3-methyl-3,4-dihydroisoquinoline-2(1H)-carboxylate